Tert-butyl (R)-(5-(6-(trifluoromethyl)pyridin-3-yl)-5-azaspiro[2.4]heptan-7-yl)carbamate FC(C1=CC=C(C=N1)N1CC2(CC2)[C@H](C1)NC(OC(C)(C)C)=O)(F)F